[(2R,3R,4R,5R)-3,4-diacetoxy-5-(2-chloro-6-spiro[azetidine-3,1'-tetralin]-1-yl-purin-9-yl)tetrahydrofuran-2-yl]methyl acetate C(C)(=O)OC[C@H]1O[C@H]([C@@H]([C@@H]1OC(C)=O)OC(C)=O)N1C2=NC(=NC(=C2N=C1)N1CC2(CCCC3=CC=CC=C23)C1)Cl